isoleucine, methyl ester hydrochloride Cl.N[C@@H]([C@@H](C)CC)C(=O)OC